5-(4-(Oxetan-2-ylmethoxy)phenyl)-2-oxo-6-(trifluoromethyl)-1,2-dihydropyridin-3-carboxamide O1C(CC1)COC1=CC=C(C=C1)C=1C=C(C(NC1C(F)(F)F)=O)C(=O)N